C(C=CCCCCCCCCCCCCCCC)(=O)O.[2H]C(C([2H])([2H])[2H])(C([2H])([2H])[2H])CCC[C@@H](C)[C@H]1CC[C@H]2[C@@H]3C[C@@H]([C@H]4C[C@H](CC[C@]4(C)[C@H]3CC[C@]12C)O)O 25,26,26,26,27,27,27-heptadeuterio-5a-cholestane-3β,6a-diol (9Z-octadecenoate)